C(#N)[C@H](C[C@H]1C(NCCC1)=O)NC(=O)[C@@H]1N([C@H]2CC([C@@H]1CC2)(F)F)C([C@@H](CC2CCC2)NC(C(F)(F)F)=O)=O (1R,3R,4R)-N-[(1S)-1-cyano-2-[(3S)-2-oxo-3-piperidyl]ethyl]-2-[(2R)-3-cyclobutyl-2-[(2,2,2-trifluoroacetyl)amino]propanoyl]-5,5-difluoro-2-azabicyclo[2.2.2]octane-3-carboxamide